ClC1=C(C=CC=C1)C=1N=NC(=NN1)C1=C(C=CC=C1F)F 3-(2-chlorophenyl)-6-(2,6-difluorophenyl)-1,2,4,5-tetrazine